N1CC(C1)CNC(=O)C1CCN(CC1)C(C1=C(C=C(C=C1)NC=1C=2N(C=CN1)C(=CN2)C2=CC=C(C=C2)OC(F)F)C)=O N-(azetidin-3-ylmethyl)-1-(4-((3-(4-(di-fluoromethoxy)phenyl)imidazo[1,2-a]pyrazin-8-yl)amino)-2-meth-ylbenzoyl)piperidine-4-carboxamide